C(C)(C)(C)OC(=O)N1CC2(C1)CNC(C2)=O 7-oxo-2,6-diazaspiro[3.4]octane-2-carboxylic acid tert-butyl ester